2,4-diiodotoluene IC1=C(C)C=CC(=C1)I